N1(C=NC=C1)CC1=CC=C(C=C1)C(C(=O)OCC)CCCCC ethyl 4-(1H-imidazolylmethyl)-phenylheptanoate